2-{6-[(2-Azaspiro[3.3]heptan-6-yl)(methyl)amino][1,3]thiazolo[4,5-c]pyridazin-3-yl}-5-(1H-pyrazol-4-yl)phenol C1NCC12CC(C2)N(C=2SC1=C(N=NC(=C1)C1=C(C=C(C=C1)C=1C=NNC1)O)N2)C